O(C1=CC=CC=C1)CC(=O)C1=CC=C(C=C1)OC 2-phenoxy-1-(4-methoxyphenyl)ethane-1-one